C(C)(C)(C)OC(=O)N[C@@H](C#CC1=CC(=NC(=C1)C1=C(C=CC=C1C)C)NS(=O)(=O)C=1C=C(C(=O)OC)C=CC1)CC(C)C methyl 3-[[4-[(3R)-3-(tert-butoxycarbonylamino)-5-methyl-hex-1-ynyl]-6-(2,6-dimethylphenyl)-2-pyridyl]sulfamoyl]benzoate